1-[5-(1,3-Benzothiazole-6-sulfonyl)-1H,2H,3H,4H,5H,6H-pyrrolo[3,4-c]pyrrol-2-yl]-3-hydroxy-2-phenylpropan-1-one S1C=NC2=C1C=C(C=C2)S(=O)(=O)N2CC1=C(C2)CN(C1)C(C(CO)C1=CC=CC=C1)=O